(S)-2-((4-(2-((4-chloro-2-fluorobenzyl)oxy)oxazol-4-yl)-5,6-dihydropyridin-1(2H)-yl)methyl)-1-(oxetan-2-ylmethyl)-1H-benzo[d]imidazole-6-carboxylic acid ClC1=CC(=C(COC=2OC=C(N2)C2=CCN(CC2)CC2=NC3=C(N2C[C@H]2OCC2)C=C(C=C3)C(=O)O)C=C1)F